N-(2-(1-ethyl-8-oxa-1-azaspiro[4.5]dec-3-en-4-yl)thieno[2,3-b]pyridin-4-yl)benzo[d]thiazol-5-amine C(C)N1CC=C(C12CCOCC2)C2=CC=1C(=NC=CC1NC=1C=CC3=C(N=CS3)C1)S2